O1CCN(CC1)CCC(=O)OC(C(=O)[O-])C(=O)[O-] 2-((3-morpholinopropanoyl)oxy)malonate